FC=1C=C(C=O)C=C(C1Br)F 3,5-difluoro-4-bromobenzaldehyde